C(C)(=O)OCCC=CCOC(C)=O pent-3-ene-1,5-diyl diacetate